C(C)(C)(C)OC(=O)N1CC(C1)OCC1=CC=C(C=C1)OC(F)(F)F 3-((4-(trifluoromethoxy)benzyl)oxy)azetidine-1-carboxylic acid tert-butyl ester